NC=1N=C(SC1C(=O)C=1C=NC(=CC1)N1CCC(CC1)(C)C#N)N(C1=CC=C(C=C1)F)[C@@H](C(=O)N)C (R)-2-(N-[4-Amino-5-[6-(4-cyano-4-methyl-1-piperidyl)pyridin-3-carbonyl]thiazol-2-yl]-4-fluoroanilino)propanamid